tert-butyl 1-(4-methoxybenzyl)-3-(2-(6-methyl-4-(3-methyl-3-phenylpyrrolidin-1-yl)-2-oxopyridin-1(2H)-yl)ethyl)-2-oxo-1,3,7-triazaspiro[4.4]nonane-7-carboxylate COC1=CC=C(CN2C(N(CC23CN(CC3)C(=O)OC(C)(C)C)CCN3C(C=C(C=C3C)N3CC(CC3)(C3=CC=CC=C3)C)=O)=O)C=C1